C(C)C1=C(C=CC(=N1)N)C1=C(C=CC=C1)C=1C=NC(=CC1)N1CCCCC1 6-ethyl-5-(2-(6-(piperidin-1-yl)pyridin-3-yl)phenyl)pyridin-2-amine